[I-].OCN1C(C2=CC=CC=C2C1)(C)C 2-hydroxymethyl-1,1-dimethylisoindoline iodide